5-fluoro-3-(2-nitrovinyl)-1H-indole FC=1C=C2C(=CNC2=CC1)C=C[N+](=O)[O-]